tert-butyl 4-[7-({4-methoxy-2-methyl-[1,3]oxazolo[4,5-c]pyridin-6-yl}carbamoyl)-2-methylindazol-4-yl]piperazine-1-carboxylate COC1=NC(=CC2=C1N=C(O2)C)NC(=O)C2=CC=C(C1=CN(N=C21)C)N2CCN(CC2)C(=O)OC(C)(C)C